rac-N-[(6S,7R)-3-chloro-2-(2-hydroxypropan-2-yl)-7-({[1-(pyrimidin-2-yl)piperidin-4-yl]oxy}methyl)-4,5,6,7-tetrahydropyrazolo[1,5-a]pyridin-6-yl]methanesulfonamide ClC=1C(=NN2C1CC[C@@H]([C@@H]2COC2CCN(CC2)C2=NC=CC=N2)NS(=O)(=O)C)C(C)(C)O |r|